C(#N)C=1C=CC(=C(C1)NS(=O)(=O)C=1C=C(C(=O)O)C=CC1CC)N1CC(CCC1)O 3-(N-(5-cyano-2-(3-hydroxypiperidin-1-yl)phenyl)sulfamoyl)-4-ethylbenzoic acid